FC1=C(C=CC(=C1F)OCCN1CC(C1)CF)[C@H]1N([C@@H](CC2=C1NC1=CC=CC=C21)C)CC(C)(C)F (1R,3R)-1-(2,3-difluoro-4-(2-(3-(fluoromethyl)azetidin-1-yl)ethoxy)phenyl)-2-(2-fluoro-2-methylpropyl)-3-methyl-2,3,4,9-tetrahydro-1H-pyrido[3,4-b]indole